3-[2,3-Dicarboxy-4-[4-[4-(3-oxo-3-phenylprop-1-enyl)phenyl]phenoxy]phenyl]-6-[4-[4-(3-oxo-3-phenylprop-1-enyl)phenyl]phenoxy]phthalic acid C(=O)(O)C1=C(C=CC(=C1C(=O)O)OC1=CC=C(C=C1)C1=CC=C(C=C1)C=CC(C1=CC=CC=C1)=O)C1=C(C(C(=O)O)=C(C=C1)OC1=CC=C(C=C1)C1=CC=C(C=C1)C=CC(C1=CC=CC=C1)=O)C(=O)O